(S,E)-2-((6-oxo-5-(trifluoromethyl)-1,6-dihydropyridazin-4-yl)amino)butanal O-(2-oxo-2-(4-(5-(trifluoromethyl)pyrimidin-2-yl)piperazin-1-yl)ethyl) oxime O=C(CO\N=C\[C@H](CC)NC=1C=NNC(C1C(F)(F)F)=O)N1CCN(CC1)C1=NC=C(C=N1)C(F)(F)F